C(C)(=O)N1C2=CC=C(C=C2C=2C=C(C=CC12)C=1N=NN(C1)C=1C(=C(C(=O)O)C=CC1)O)C=1N=NN(C1)C=1C(=C(C(=O)O)C=CC1)O 4'-((9-acetyl-9H-carbazole-3,6-di-yl)bis(1H-1,2,3-triazole-4,1-diyl))bis(2-hydroxybenzoic acid)